F[B] fluoro-boron